3-(4-(5-butyl-1-(4'-chloro-[1,1'-biphenyl]-4-yl)-1H-1,2,4-triazol-3-yl)phenoxy)-N,N-diethylpropan-1-amine C(CCC)C1=NC(=NN1C1=CC=C(C=C1)C1=CC=C(C=C1)Cl)C1=CC=C(OCCCN(CC)CC)C=C1